(2-(trimethylsilyl)ethoxy)methyl-2,6-dihydro-1H-pyrrolo[3,4-d]pyridazin-1-one C[Si](CCOCN1N=CC=2C(C1=O)=CNC2)(C)C